5,7-dihydroxy-2-(4-hydroxyphenyl)-3-[(2S,3R,4S,5R,6R)-3,4,5-trihydroxy-6-(hydroxymethyl)oxan-2-yl]oxychromen-4-one OC1=C2C(C(=C(OC2=CC(=C1)O)C1=CC=C(C=C1)O)O[C@@H]1O[C@@H]([C@@H]([C@@H]([C@H]1O)O)O)CO)=O